C(CCCCCCC)[N+]1=CC=C(C=C1)CC 1-octyl-4-ethylpyridinium